N,N,N-Trimethyl-N-(2-hydroxypropyl)-ammonium hydroxid [OH-].C[N+](CC(C)O)(C)C